C1(=CC=CC=C1)O [+]-Phenol